NCC1=NNC(C2=CC=C(C=C12)C1=C(N(N=C1)C)C=1C=NN(C1C#N)CC1=CC=CC=C1)=O 4-(4-(aminomethyl)-1-oxo-1,2-dihydrophthalazin-6-yl)-1'-benzyl-2-methyl-1'H,2H-[3,4'-bipyrazole]-5'-carbonitrile